NC1=C(C=C(C=C1)C(CBr)O)C#N 1-(4-amino-3-cyanophenyl)-2-bromoethanol